NC=1C(=C(C#N)C=C(C1)\C(\C)=C\C)F amino-5-[(2E)-but-2-en-2-yl]-2-fluorobenzonitrile